NC1=NC=2C=CC(=CC2C2=C1COC2)C(=O)N2[C@@H](COCC2)C2=NC=C(C=C2)Br (4-amino-1,3-dihydrofuro[3,4-c]quinolin-8-yl)-[(3R)-3-(5-bromo-2-pyridinyl)morpholin-4-yl]methanone